FC1=C2C=C(N=CC2=C(C(=C1)F)N1CC(C1)CS(=O)(=O)C)NC1=NC(=NC=C1)N1CC([C@@H]([C@@H](C1)F)O)(C)C (4S,5R)-1-[4-({5,7-difluoro-8-[3-(methanesulfonylmeth-yl)azetidin-1-yl]isoquinolin-3-yl}amino)pyrimidin-2-yl]-5-fluoro-3,3-dimethylpiperidin-4-ol